8-octyl-N-phenylbenzo[1,2-b:4,5-b']dithiophene-4-amine C(CCCCCCC)C1=C2SC=CC2=C(C=2SC=CC21)NC2=CC=CC=C2